ClC1=C(C=C(C=C1)C1=CC(=CC=C1)C(N(C)C1CC1)=O)CC(C(=O)NC1=CC=C(C=C1)C1=NN=CN1C)NC(=O)C=1C(=NOC1)C N-[1-[[2-chloro-5-[3-[cyclopropyl(methyl)carbamoyl]phenyl]phenyl]methyl]-2-[4-(4-methyl-1,2,4-triazol-3-yl)anilino]-2-oxo-ethyl]-3-methyl-isoxazole-4-carboxamide